2-(2-((3'-(aminomethyl)-5'-fluoro-5-(6-azaspiro[2.5]octan-6-yl)-[1,1'-biphenyl]-3-yl)methoxy)phenyl)acetic acid NCC=1C=C(C=C(C1)F)C1=CC(=CC(=C1)N1CCC2(CC2)CC1)COC1=C(C=CC=C1)CC(=O)O